3-(7-(3-(4-(6-(6-((R)-2-(3-fluorophenyl)pyrrolidin-1-yl)imidazo[1,2-b]pyridazin-3-yl)pyridin-2-yl)piperazin-1-yl)propoxy)-1-methyl-1H-indazol-3-yl)piperidine-2,6-dione FC=1C=C(C=CC1)[C@@H]1N(CCC1)C=1C=CC=2N(N1)C(=CN2)C2=CC=CC(=N2)N2CCN(CC2)CCCOC=2C=CC=C1C(=NN(C21)C)C2C(NC(CC2)=O)=O